N-(4-(((1-(3-chloro-4-(2-chloroethoxy)-5-cyanophenyl)-2,3-dihydro-1H-inden-5-yl)oxy)methyl)pyrimidin-2-yl)methanesulfonamide ClC=1C=C(C=C(C1OCCCl)C#N)C1CCC2=CC(=CC=C12)OCC1=NC(=NC=C1)NS(=O)(=O)C